F\C(=C/C1=CC=C(C(=C1N1CC2(CCC1)CCN(CC2)CCO)C(F)(F)F)OC2=NC=CC=C2)\C=2N=C(SC2)C2=CN=NC=C2 (Z)-2-(2-(6-(2-fluoro-2-(2-(pyridazin-4-yl)thiazol-4-yl)vinyl)-3-(pyridin-2-yloxy)-2-(trifluoromethyl)phenyl)-2,9-diazaspiro[5.5]undecan-9-yl)ethan-1-ol